C(C)(=O)N(C(=O)C=1C(N(C2=CC=CC(=C2C1OC(C)=O)OC)C)=O)C1=CC=C(C=C1)C(F)(F)F N-acetyl-N-(4-trifluoromethylphenyl)-4-acetoxy-1,2-dihydro-5-methoxy-1-methyl-2-oxo-quinoline-3-carboxamide